C(C)(C)[N+](=CCC(C)C1=CC(=CC=C1)C(C)C)[O-] N-isopropyl-3-(3-isopropylphenyl)butan-1-imine oxide